7-(1-(adamantan-1-ylmethyl)-5-methyl-1H-pyrazol-4-yl)-4-((3-(benzo[d]thiazol-2-ylcarbamoyl)pyridin-2-yl)amino)quinoline-8-carboxylic acid methyl ester COC(=O)C=1C(=CC=C2C(=CC=NC12)NC1=NC=CC=C1C(NC=1SC2=C(N1)C=CC=C2)=O)C=2C=NN(C2C)CC21CC3CC(CC(C2)C3)C1